1-(2-chloro-4-((5-methoxy-2,3-dihydro-[1,4]dioxino[2,3-f]quinazolin-10-yl)amino)phenyl)-3-(4-fluorophenyl)urea ClC1=C(C=CC(=C1)NC1=NC=NC2=CC(=C3C(=C12)OCCO3)OC)NC(=O)NC3=CC=C(C=C3)F